C1(CC1)C1=CC=C(C=N1)C1=CC2=C(N=CN(C2=O)C[C@@H](C(F)(F)F)O)C(=N1)C=1C=NC=CC1 (S)-6-(6-cyclopropylpyridin-3-yl)-8-(pyridin-3-yl)-3-(3,3,3-trifluoro-2-hydroxypropyl)pyrido[3,4-d]pyrimidin-4(3H)-one